2-(4-(2-(azepan-1-yl)ethoxy)phenyl)ethylamine N1(CCCCCC1)CCOC1=CC=C(C=C1)CCN